hexylsulfonate, tetramethylammonium salt C[N+](C)(C)C.C(CCCCC)S(=O)(=O)[O-]